4-(3-(6-amino-5-nitropyridin-3-yl)-4-fluorobenzyl)phthalazin-1(2H)-one NC1=C(C=C(C=N1)C=1C=C(CC2=NNC(C3=CC=CC=C23)=O)C=CC1F)[N+](=O)[O-]